1-tert-butyl-3-(3-fluoro-4-nitrophenyl)-5-[(pyrazin-2-yl)amino]-1H-pyrazole-4-carbonitrile C(C)(C)(C)N1N=C(C(=C1NC1=NC=CN=C1)C#N)C1=CC(=C(C=C1)[N+](=O)[O-])F